dioctyl-calcium sulfuryl-succinate S(=O)(=O)=C(C(=O)O)CC(=O)O.C(CCCCCCC)[Ca]CCCCCCCC